C(C)N1CC(CC1)C(C#N)(C1=CC=CC=C1)C1=CC=CC=C1 2-(1-ethylpyrrolidine-3-yl)-2,2-diphenylacetonitrile